bromo-N-phenacyl-pyridinium BrC1=[N+](C=CC=C1)CC(=O)C1=CC=CC=C1